FC(C(=O)[O-])(F)F.FC(C(=O)[O-])(F)F.[Pd+2].C1(=CC=CC=C1)P(C1=CC=CC=C1)C1=CC=CC=C1.C1(=CC=CC=C1)P(C1=CC=CC=C1)C1=CC=CC=C1 bis(triphenylphosphine) palladium bis(trifluoroacetate)